ClC1=C2C(=NC=C1C#CC1=C(C#N)C=CC=C1)NC=C2 ((4-chloro-1H-pyrrolo[2,3-b]Pyridin-5-yl)ethynyl)benzonitrile